6-(1-(3-fluorocyclobutyl)-4-(4-fluoro-phenyl)-1H-imidazol-5-yl)imidazo[1,2-b]pyridazine-3-carbonitrile FC1CC(C1)N1C=NC(=C1C=1C=CC=2N(N1)C(=CN2)C#N)C2=CC=C(C=C2)F